C1CCCC2=CC3=CC=CC=C3C=C12 1,2,3,4-tetrahydro-anthracene